(3R)-3-amino-1-methyl-8-(2-isopropylphenoxy)-1,2,3,4-tetrahydroquinolin-2-one N[C@H]1C(N(C2=C(C=CC=C2C1)OC1=C(C=CC=C1)C(C)C)C)=O